ClC1=C(C=CC(=C1)C)N1C(NC=2C1=NC=CC2)=O 3-(2-chloro-4-methylphenyl)-1H-imidazo[4,5-b]pyridin-2(3H)-one